3-(1'-(3-(1-methyl-1H-pyrazol-5-yl)benzyl)-6-oxo-6,8-dihydro-2H,7H-spiro[furo[2,3-e]isoindole-3,4'-piperidin]-7-yl)piperidine-2,6-dione CN1N=CC=C1C=1C=C(CN2CCC3(CC2)COC2=C4CN(C(C4=CC=C23)=O)C2C(NC(CC2)=O)=O)C=CC1